1-(10-((4-(4-chlorophenoxy)phenyl)amino)-2,3-dihydro-4H-[1,4]oxazino[2,3-f]quinazolin-4-yl)prop-2-en ClC1=CC=C(OC2=CC=C(C=C2)NC2=NC=NC3=CC=C4C(=C23)OCCN4CC=C)C=C1